OC1=CC(=CC=2C(C3=CC(=CC(=C3C(C12)=O)O)C)=O)OC 1,8-dihydroxy-3-methoxy-6-methylanthracene-9,10-dione